COC1=CC=C(CN(C2=NC(=C(C(=N2)C=O)C(=O)[O-])NC(C)CCC)CC2=CC=C(C=C2)OC)C=C1 2-(bis(4-methoxybenzyl)amino)-4-formyl-6-(pentan-2-ylamino)pyrimidine-5-carboxylate